C(C)N(CCCCCNC(C(=C)C)=O)CC N-[5-(diethylamino)pentyl]methacrylamide